((1r,4S)-4-((tert-butoxycarbonyl)amino)cyclohexyl)methyl ((benzyloxy) carbonyl)-L-alaninate C(C1=CC=CC=C1)OC(=O)N[C@@H](C)C(=O)OCC1CCC(CC1)NC(=O)OC(C)(C)C